OC(CNC1=CC=C(C=2C(C3=CC=CC=C3C(C12)=O)=O)NCC(CO)O)CO 1,4-di-[(2,3-dihydroxypropyl)amino]-9,10-anthraquinone